4-(4-bromo-2-methoxyphenyl)-N-[(3R)-piperidin-3-yl]pyrazolo[1,5-d][1,2,4]triazin-7-amine BrC1=CC(=C(C=C1)C=1C=2N(C(=NN1)N[C@H]1CNCCC1)N=CC2)OC